9a-fluoro-11b,17a,21-trihydroxy-16a-methylpregna-1,4-diene-3,20-dione C[C@@H]1C[C@H]2[C@@H]3CCC4=CC(=O)C=C[C@@]4([C@]3([C@H](C[C@@]2([C@]1(C(=O)CO)O)C)O)F)C